Cl.C(CC)C=1C=C(OCCCC2=CC=C(C=C2)NC(=O)N2CCNCC2)C=CC1 N-(4-(3-(3-propylphenoxy)propyl)phenyl)piperazine-1-carboxamide hydrochloride